CC1=C(C(=CC(=C1)C(F)(F)F)C)N1C=NC=2C=NC=CC21 N-(2,6-dimethyl-4-(trifluoromethyl)phenyl)-1H-imidazo[4,5-c]pyridin